ClC1=CC(=C(C=C1F)NC1=CC(=NC=C1C(=O)NOCC)NC1=NC(=NC=C1)C)N(S(=O)(=O)C)C 4-((4-chloro-5-fluoro-2-(N-methylmethanesulfonamido)phenyl)amino)-N-ethoxy-6-((2-methylpyrimidin-4-yl)amino)nicotinamide